(R)-2-((5-(2-(1-(dimethylamino)-4-methylpent-3-yl)-2,6-diazaspiro[3.4]oct-6-yl)-1,2,4-triazin-6-yl)oxy)-N-ethyl-5-fluoro-N-isopropylbenzamide CN(CC[C@H](C(C)C)N1CC2(C1)CN(CC2)C=2N=CN=NC2OC2=C(C(=O)N(C(C)C)CC)C=C(C=C2)F)C